N-[4-(2,6-Dimethylphenyl)-6-[4-(4-hydroxyazepan-1-yl)phenoxy]pyrimidin-2-yl]-1-methyl-pyrazole-4-sulfonamide CC1=C(C(=CC=C1)C)C1=NC(=NC(=C1)OC1=CC=C(C=C1)N1CCC(CCC1)O)NS(=O)(=O)C=1C=NN(C1)C